2-((3-chloro-4-fluorophenyl)(1-(4-fluorophenyl)ethoxy)methyl)-5-methyl-4-(methylsulfonyl)-1H-imidazole ClC=1C=C(C=CC1F)C(C=1NC(=C(N1)S(=O)(=O)C)C)OC(C)C1=CC=C(C=C1)F